6,7-dichloro-2-(3-(1,1-difluoro-2-methoxyethyl)-1H-1,2,4-triazol-5-yl)-3-(1H-pyrazol-4-yl)-1H-indole ClC1=CC=C2C(=C(NC2=C1Cl)C1=NC(=NN1)C(COC)(F)F)C=1C=NNC1